ethyl 2-bromo-4-(methylsulfonyl)-benzoate BrC1=C(C(=O)OCC)C=CC(=C1)S(=O)(=O)C